BrC=1C=C2C(=CC=NC2=CC1)SC(C(=O)C1=NC=CC=C1N)(C)C 2-(6-bromoquinolin-4-ylthio)-2-methylpropionyl-(3-aminopyridine)